C1(CC1)C1=CC(=NC=C1)C=1C=NC(=C(C1)S(=O)(=O)CC)C1=NC=2C(=NC=C(C2)C(C(F)(F)F)(F)F)N1C 4-cyclopropyl-5'-(ethanesulfonyl)-6'-[3-methyl-6-(1,1,2,2,2-pentafluoroethyl)-3H-imidazo[4,5-b]pyridin-2-yl]-2,3'-bipyridine